2-(4-cyclopropyl-6-methoxypyrimidin-5-yl)-8-(4-(5-methyl-3-(trifluoromethyl)-1H-pyrazol-1-yl)benzyl)pteridin-7(8H)-one C1(CC1)C1=NC=NC(=C1C1=NC=2N(C(C=NC2C=N1)=O)CC1=CC=C(C=C1)N1N=C(C=C1C)C(F)(F)F)OC